S-(+)-2-phenylglycinol C1=CC=C(C=C1)[C@@H](CO)N